ethyl-(7S)-11-oxo-14-(2-trimethylsilylethynyl)-2,4,10-triazatetracyclo[10.4.0.02,6.07,10]hexadeca-1(16),3,5,12,14-pentaene C(C)C=1N2C3=CC=C(C=C3C(N3CC[C@H]3C2=CN1)=O)C#C[Si](C)(C)C